C(C)(C)N(P(OCCC#N)OC1CC(C1)N(C1=NC=CC(=N1)C=C)C)C(C)C 2-cyanoethyl (3-(methyl(4-vinylpyrimidin-2-yl)amino)cyclobutyl) diisopropylphosphoramidite